BrC1=NN(C(=C1)C(=O)N(CC)C1=C(C=C(C=C1C(=O)N(C)C)Cl)Cl)C1=NC=CC=C1Cl 3-bromo-1-(3-chloropyridin-2-yl)-N-(2,4-dichloro-6-(dimethylaminoformyl)phenyl)-N-ethyl-1H-pyrazole-5-carboxamide